FC(C=1N=C(SC1)N1CC(=C(C=C1)C)C1=CC=NC(=C1)C)F N-(4-(difluoromethyl)thiazol-2-yl)-4,6'-dimethyl-[3,4'-bipyridine]